Methyl 4-methoxy-2-(2-(N-(4-methoxybenzyl)methylsulfonamido)pyrimidin-4-yl)butanoate COCCC(C(=O)OC)C1=NC(=NC=C1)N(S(=O)(=O)C)CC1=CC=C(C=C1)OC